N,N-dimethylaminoethanol acrylate C(C=C)(=O)OC(C)N(C)C